NC(C(C)(C)C1=CC=2N(C=C1)C(=CN2)C2=CC(=C(C(=O)NCC)C(=C2)OC)OC)=O 4-[7-(2-amino-1,1-dimethyl-2-oxo-ethyl)imidazo[1,2-a]pyridin-3-yl]-N-ethyl-2,6-dimethoxy-benzamide